3-chloro-5-(2-chloro-4-(3-ethynylpyridin-4-yl)-5-fluorobenzamido)-N-ethylpicolinamide ClC=1C(=NC=C(C1)NC(C1=C(C=C(C(=C1)F)C1=C(C=NC=C1)C#C)Cl)=O)C(=O)NCC